OC(COC=1C=C(C=2N(C1)N=CC2C#N)C=2C=NN(C2)C2OCCCC2)(C)C 6-(2-hydroxy-2-methylpropoxy)-4-(1-(tetrahydro-2H-pyran-2-yl)-1H-pyrazol-4-yl)pyrazolo[1,5-a]pyridine-3-carbonitrile